N-(1-(3-chloropyrazin-2-yl)ethyl)-3,5-bis(trifluoromethyl)benzamide ClC=1C(=NC=CN1)C(C)NC(C1=CC(=CC(=C1)C(F)(F)F)C(F)(F)F)=O